ethyl 3-(4-amino-1-(4-(((2-methacrylamidoethoxy)carbonylamino)methyl)benzyl)-1H-imidazo[4,5-c]quinolin-2-yl)propanoate NC1=NC=2C=CC=CC2C2=C1N=C(N2CC2=CC=C(C=C2)CNC(=O)OCCNC(C(=C)C)=O)CCC(=O)OCC